5-(4-chlorophenyl)-1-(2,4-dichlorophenyl)-4-methyl-N-(3-(((1S,2S,4S)-1,7,7-trimethylbicyclo[2.2.1]heptan-2-yl)oxy)propyl)-1H-pyrazole-3-carboxamide ClC1=CC=C(C=C1)C1=C(C(=NN1C1=C(C=C(C=C1)Cl)Cl)C(=O)NCCCO[C@@H]1[C@]2(CC[C@@H](C1)C2(C)C)C)C